[5-[[1-[2-(aminomethyl)-3,3-difluoro-allyl]-5-oxo-1,2,4-triazol-4-yl]methyl]-2-thienyl]-1,4-dihydro-3,1-benzoxazin-2-one trifluoroacetate salt FC(C(=O)O)(F)F.NCC(CN1N=CN(C1=O)CC1=CC=C(S1)N1C(OCC2=C1C=CC=C2)=O)=C(F)F